(S)-N-(4-(4-amino-7-methyl-5-(2-methyl-4-(pyrrolidine-1-carbonyl)cyclohex-1-en-1-yl)-7H-pyrrolo[2,3-d]pyrimidin-6-yl)phenyl)methacrylamide NC=1C2=C(N=CN1)N(C(=C2C2=C(C[C@H](CC2)C(=O)N2CCCC2)C)C2=CC=C(C=C2)NC(C(=C)C)=O)C